2-(6-(methoxymethyl)-4-((1S,3R)-3-methyl-1-(4-methyl-4H-1,2,4-triazol-3-yl)cyclobutyl)pyridin-2-yl)-6-(((S)-3-methylpiperidin-1-yl)methyl)-4-trifluoromethylisoindol-1-one COCC1=CC(=CC(=N1)N1C(C2=CC(=CC(=C2C1)C(F)(F)F)CN1C[C@H](CCC1)C)=O)C1(CC(C1)C)C1=NN=CN1C